CC(C(C)CS(=O)(=O)[O-])CS(=O)(=O)[O-] butane-2,3-diyldimethanesulfonate